4-Bromo-3-methoxy-N,N-dimethylpyridin-2-amine BrC1=C(C(=NC=C1)N(C)C)OC